OCC(C(=O)O)(C)CO 2,2-bis(hydroxymethyl)propanoic acid